decane-4-amine hydrochloride Cl.CCCC(CCCCCC)N